1-cyclopropyl-4-(4,4,5,5-tetramethyl-1,3,2-dioxaborolan-2-yl)-1H-Pyrazole C1(CC1)N1N=CC(=C1)B1OC(C(O1)(C)C)(C)C